CC1(N=CC=N1)CCCS(=O)(=O)O 2-methylimidazolpropanesulfonic acid